NC1=NC(=C(C=2N1C=C(N2)C(=O)NCC)C2CCN(CC2)C(N)=O)C2=CC=CC=C2 5-amino-8-(1-carbamoyl-piperidin-4-yl)-N-ethyl-7-phenylimidazo[1,2-c]pyrimidine-2-carboxamide